2-(2-chloro-3-fluorophenyl)-4,4-difluoropiperidine ClC1=C(C=CC=C1F)C1NCCC(C1)(F)F